(3-chloro-4-iodopyridin-2-yl)-1H-pyrazole-4-carboxylic acid methyl ester COC(=O)C=1C=NN(C1)C1=NC=CC(=C1Cl)I